tert-Butyl 4-(6-fluoro-4-oxo-3H-quinazolin-2-yl)piperazine-1-carboxylate FC=1C=C2C(NC(=NC2=CC1)N1CCN(CC1)C(=O)OC(C)(C)C)=O